N-((5-chloro-7-fluoro-6-(5-methoxypyrazin-2-yl)-1H-indol-2-yl)methyl)acetamide ClC=1C=C2C=C(NC2=C(C1C1=NC=C(N=C1)OC)F)CNC(C)=O